R-(1-chloroethyl)benzene Cl[C@H](C)C1=CC=CC=C1